[OH-].C(CCCCCCCCCCC)C1=NC=CC=C1 dodecylpyridine hydroxide